CCCCCCCCCCCCCCCCCCCCCCOC[C@H](COP(=O)([O-])OCC[N+](C)(C)C)OC(=O)CCCCCCCC/C=C\C/C=C\C/C=C\CCCCC 1-docosyl-2-(10Z,13Z,16Z-docosatrienoyl)-sn-glycero-3-phosphocholine